tert-butyl (4-(pyrrolidin-3-yl)piperazin-1-yl)carbamate N1CC(CC1)N1CCN(CC1)NC(OC(C)(C)C)=O